(1,4-dioxan-2-yl)(4-ethynyl-3,6-dihydropyridin-1(2H)-yl)methanone O1C(COCC1)C(=O)N1CCC(=CC1)C#C